NC1(CC1)C#CC=1C=C(C=2N(C1)N=CC2C#N)C=2C=CC(=NC2)N2CCC(CC2)(C)NC(C2=NC=CC=C2Cl)=O N-(1-(5-(6-((1-aminocyclopropyl)ethynyl)-3-cyanopyrazolo[1,5-a]pyridin-4-yl)pyridin-2-yl)-4-methylpiperidin-4-yl)-3-chloropicolinamide